3-(3-methyl-1H-pyrrolo[2,3-b]pyridin-4-yl)-N-[4-(trifluoromethyl)phenyl]-4,5,6,7-tetrahydropyrazolo[1,5-a]pyrazin-2-amine hydrogen chloride Cl.CC1=CNC2=NC=CC(=C21)C=2C(=NN1C2CNCC1)NC1=CC=C(C=C1)C(F)(F)F